2-(2-(methoxymethyl)-7-methylquinoxalin-5-yl)-5-(1H-pyrazol-5-yl)thiazole COCC1=NC2=CC(=CC(=C2N=C1)C=1SC(=CN1)C1=CC=NN1)C